tert-butyl 8-(3-(2,6-bis(benzyloxy) pyridin-3-yl)-1-methyl-1H-indazol-7-yl)-2,8-diazaspiro[5.5]undecane-2-carboxylate C(C1=CC=CC=C1)OC1=NC(=CC=C1C1=NN(C2=C(C=CC=C12)N1CC2(CCCN(C2)C(=O)OC(C)(C)C)CCC1)C)OCC1=CC=CC=C1